3,5-dihydroxy-2-[(3''R-4''R)-p-menthenyl]-trans-stilbene OC=1C(=C(C=C(C1)O)\C=C\C1=CC=CC=C1)C1C=C(CCC1C(C)C)C